(E)-N'-(4-(5-aminopyridin-3-yl)-2-cyanophenyl)-N,N-dimethylformamidine NC=1C=C(C=NC1)C1=CC(=C(C=C1)/N=C/N(C)C)C#N